diazoaminobenzene N(N=NC1=CC=CC=C1)C1=CC=CC=C1